ClC=1N=C(C2=C(N1)C(=CS2)C)N2CCC(CC2)NCC(CC2=CC=NC=C2)(C)C 1-(2-chloro-7-methylthieno[3,2-d]pyrimidin-4-yl)-N-(2,2-dimethyl-3-(pyridin-4-yl)propyl)piperidin-4-amine